C(C)(=O)O.C1=CC=CC=2C3=CC=CC=C3NC12 carbazole acetate